N-methyl-N-((3-methyl-4-(pyridin-3-yloxy)benzofuran-2-yl)methyl)acrylamide CN(C(C=C)=O)CC=1OC2=C(C1C)C(=CC=C2)OC=2C=NC=CC2